3-[[(1S)-1-methyl-2-oxo-2-[4-[5-(trifluoromethyl)pyrimidin-2-yl]piperazin-1-yl]ethyl]amino]-5-(trifluoromethyl)-1H-pyridazin-6-one C[C@@H](C(N1CCN(CC1)C1=NC=C(C=N1)C(F)(F)F)=O)NC1=NNC(C(=C1)C(F)(F)F)=O